5-(2-chloropyridin-4-yl)-2,4-dihydro-3H-1,2,4-triazole-3-thione ClC1=NC=CC(=C1)C=1NC(NN1)=S